dihydroquinazolinthione N1C(NCC2=CC=CC=C12)=S